BrC1=C(C(=CC(=C1O)Br)/C=N/C1=CC2=C(NC(=N2)C2=CC=C(C=C2)[N+](=O)[O-])C=C1)O (E)-2,4-dibromo-6-(((2-(4-nitrophenyl)-1H-benzo[d]imidazol-5-yl)imino)methyl)benzene-1,3-diol